2,6-dibromoquinoline BrC1=NC2=CC=C(C=C2C=C1)Br